(aminomethyl)-4,6-dimethyl-1H-pyridin-2-one hydrochloride Cl.NCN1C(C=C(C=C1C)C)=O